1-(5-(tert-Butyl)isoxazol-3-yl)-3-(2-(5-hydroxybenzofuran-2-carbonyl)-1H-indol-5-yl)urea C(C)(C)(C)C1=CC(=NO1)NC(=O)NC=1C=C2C=C(NC2=CC1)C(=O)C=1OC2=C(C1)C=C(C=C2)O